(Z)-4-((4-((6-chloro-7-methyl-1H-indol-3-yl)methylene)-2,5-dioxoimidazol-1-yl)methyl)benzonitrile ClC1=CC=C2C(=CNC2=C1C)\C=C\1/NC(N(C1=O)CC1=CC=C(C#N)C=C1)=O